C(C(C)(C)C)(=O)OC=CC(C)=C isoprenyl neopentanoate